trans-N-(3-(4-cyclopropoxy-2-methoxypyridin-3-yl)-1-((2-(trimethylsilyl)ethoxy)methyl)-1H-pyrrolo[2,3-b]pyridin-6-yl)-2-formylcyclopropane-1-carboxamide C1(CC1)OC1=C(C(=NC=C1)OC)C1=CN(C2=NC(=CC=C21)NC(=O)[C@H]2[C@@H](C2)C=O)COCC[Si](C)(C)C